Cl.Cl.NCC=1C=C(C=CC1)C=1C=C2C=C(C(=NC2=CC1)NC1[C@H]2CNC[C@@H]12)Cl 6-[3-(aminomethyl)phenyl]-N-[(1s,5r)-3-azabicyclo[3.1.0]hex-6-yl]-3-chloro-quinolin-2-amine dihydrochloride